2-oxoisovalerate O=C(C(=O)[O-])C(C)C